N-(1,2-dimethylpiperidin-4-yl)-2,2-difluoro-3-((3-(trifluoromethyl)pyridin-2-yl)oxy)propanamide CN1C(CC(CC1)NC(C(COC1=NC=CC=C1C(F)(F)F)(F)F)=O)C